CC(SCCOCCOCCOCC)(CC)C 13,13-dimethyl-3,6,9-trioxa-12-thiapentadecane